(R)-4-(6-(1H-benzo[d]imidazol-2-yl)-1-(methylsulfonyl)-1H-pyrrolo[2,3-b]pyridin-4-yl)-3-methylmorpholine N1C(=NC2=C1C=CC=C2)C2=CC(=C1C(=N2)N(C=C1)S(=O)(=O)C)N1[C@@H](COCC1)C